CNC(=O)C1CC2(CCN(C2)C2=NC(=NC(=C2)NC2=NC=C(C=C2)C)C=2C=NC=CC2)CCC1 n-methyl-2-(6-((5-methylpyridin-2-yl)amino)-2-(pyridin-3-yl)pyrimidin-4-yl)-2-azaspiro[4.5]decane-7-carboxamide